(±)-(1R,2R)-methyl 2-(((6-(3-methyl-4-(((4-(pyridin-2-yl)pyrimidin-2-yl)amino)methyl) isoxazol-5-yl)pyridin-3-yl)oxy)methyl)cyclobutane-1-carboxylate CC1=NOC(=C1CNC1=NC=CC(=N1)C1=NC=CC=C1)C1=CC=C(C=N1)OC[C@H]1[C@@H](CC1)C(=O)OC |r|